rac-(3aR,4R,7aS)-4-(3-bromo-4-(trifluoromethyl)phenyl)hexahydroisobenzofuran-1,3-dione BrC=1C=C(C=CC1C(F)(F)F)[C@H]1[C@H]2C(OC([C@H]2CCC1)=O)=O |r|